[P].CC(C([2H])([2H])[2H])(C([2H])([2H])[2H])O 2-methylpropane-1,1,1,3,3,3-d6-2-ol Phosphorus